ClC=1C(N(C(=CC1OC([2H])([2H])C1=NC=C(C=C1F)F)C)C1=CC(=NC=C1)N1C(C(=NC=C1)C(C)(C)O)=O)=O rel-3-chloro-4-((3,5-difluoropyridin-2-yl)methoxy-d2)-2'-(3-(2-hydroxypropan-2-yl)-2-oxopyrazin-1(2H)-yl)-6-methyl-2H-[1,4'-bipyridin]-2-one